(+)-2-((3-bromo-8-chloroquinolin-6-yl)oxy)-N-(2-(pyrimidin-2-yl)propan-2-yl)butanamide BrC=1C=NC2=C(C=C(C=C2C1)OC(C(=O)NC(C)(C)C1=NC=CC=N1)CC)Cl